C(#N)CCO 2-cyanoethanol